(4,4-difluoro-1-piperidyl)-[4-[[(3,4-dimethylpyrimido[4',5':4,5]thieno[2,3-c]pyridazin-8-yl)amino]methyl]phenyl]methanone FC1(CCN(CC1)C(=O)C1=CC=C(C=C1)CNC1=NC=NC2=C1SC=1N=NC(=C(C12)C)C)F